2-[6-[(3aS,7aR)-6-methyl-3,3a,4,5,7,7a-hexahydro-2H-pyrrolo[2,3-c]pyridin-1-yl]pyridazin-3-yl]-3-methyl-phenol CN1C[C@H]2[C@@H](CC1)CCN2C2=CC=C(N=N2)C2=C(C=CC=C2C)O